2,5-diiodoadipic acid IC(C(=O)O)CCC(C(=O)O)I